butanesulfonic acid sodium salt [Na+].C(CCC)S(=O)(=O)[O-]